O-ethylisourea acetate C(C)(=O)O.C(C)OC(N)=N